(S)-3-((6-(6-methoxy-3-pyridinyl)-4-quinazolinyl)amino)pyrrolidine-1-carboxylic acid tert-butyl ester C(C)(C)(C)OC(=O)N1C[C@H](CC1)NC1=NC=NC2=CC=C(C=C12)C=1C=NC(=CC1)OC